NC1=CC(=C(C(=N1)C=1C(=CC2=C(N=CN=C2N2[C@H](CN(CC2)C(C=C)=O)C)N1)Cl)C(F)(F)F)C (S)-1-(4-(7-(6-Amino-4-methyl-3-(trifluoromethyl)pyridin-2-yl)-6-chloropyrido[2,3-d]pyrimidin-4-yl)-3-methylpiperazin-1-yl)prop-2-en-1-one